CC1=CC(=NC(=C1)C)CN1CCOC2=C(C1=O)C=C(C=C2C2=C(C=C(C(=C2)C)F)C)CN2C(=NC=C2)C 4-((4,6-Dimethylpyridin-2-yl)methyl)-9-(4-fluoro-2,5-dimethylphenyl)-7-((2-methyl-1H-imidazol-1-yl)methyl)-3,4-dihydrobenzo[f][1,4]oxazepin-5(2H)-one